OCCN1C(CCC1=O)=O 1-(2-hydroxyethyl)-2,5-pyrrolidinedione